1-(4-cyclobutyl-1-methyl-3-(1-(trifluoromethyl)cyclopropyl)-1H-pyrazol-5-yl)-3-(3,3-difluoro-cyclobutyl)urea C1(CCC1)C=1C(=NN(C1NC(=O)NC1CC(C1)(F)F)C)C1(CC1)C(F)(F)F